ClC1=NC=C(C2=C1NC(N=C2)=O)C 8-chloro-5-methyl-2-oxo-1,2-dihydropyrido[3,4-d]pyrimidin